2-(Isoindolin-5-yloxy)-N,N-dimethylethan-1-amine hydrochloride Cl.C1NCC2=CC(=CC=C12)OCCN(C)C